(S)-5-(2-(hydroxymethyl)pyrrolidine-1-carbonyl)-1-isobutyl-3-methyl-6-(naphthalen-1-ylmethyl)-1,6-dihydro-2H-pyrrolo[3,4-d]Pyrimidine OC[C@H]1N(CCC1)C(=O)C=1N(C=C2N(CN(CC21)C)CC(C)C)CC2=CC=CC1=CC=CC=C21